S1C(=NC2=C1C=CC=C2)NC(=O)C=2C=CC=C1CCN(CC21)C2=CC=C(C(=N2)C(=O)O)C=2C=NN(C2C)CC2CCC(CC2)(F)F 6-[8-(1,3-benzothiazol-2-ylcarbamoyl)-3,4-dihydroisoquinolin-2(1H)-yl]-3-{1-[(4,4-difluorocyclohexyl)methyl]-5-methyl-1H-pyrazol-4-yl}pyridine-2-carboxylic acid